Cl.NC1=NC(N(C=C1)[C@H]1[C@H]([C@H](O)[C@H](O1)CO)C#N)=O 4-amino-1-(2-cyano-2-deoxy-β-D-arabinofuranosyl)-2(1H)-pyrimidinone monohydrochloride